C(C)(C)(C)OC(=O)N1C2CN(C(C1)C2)C2=CC=1C(=C(N=NC1N[C@H](C)C1=C(C(=CC=C1)C#N)C)C)C=N2 5-(1-(((R)-1-(3-cyano-2-methylphenyl)ethyl)amino)-4-methylpyrido[3,4-d]pyridazin-7-yl)-2,5-diazabicyclo[2.2.1]heptane-2-carboxylic acid tert-butyl ester